5-(3-nitrophenyl)acenaphthoquinone [N+](=O)([O-])C=1C=C(C=CC1)C1=CC=C2C(C(C=3C=CC=C1C32)=O)=O